C1(=CC=CC=C1)C1=C(C(=CC=C1)C1=CC=CC=C1)C1=C(C(=NC(=C1N1C2=C(C=3C=CC=CC13)C=NC=C2)N2C1=C(C=3C=CC=CC23)C=NC=C1)N1C2=C(C=3C=CC=CC13)C=NC=C2)C2=CC=C(C=C2)N2C1=CC=C(C=C1C=1C=C(C=CC21)N(C2=CC=CC=C2)C2=CC=CC=C2)N(C2=CC=CC=C2)C2=CC=CC=C2 9-(4-(4-([1,1':3',1''-terphenyl]-2'-yl)-2,5,6-tris(5H-pyrido[4,3-b]indol-5-yl)pyridin-3-yl)phenyl)-N3,N3,N6,N6-tetraphenyl-9H-carbazole-3,6-diamine